2-(((1r,4r)-4-(((3-chlorophenyl)(4-fluorophenyl)carbamoyl-oxy)methyl)cyclohexyl)methoxy)acetic acid ClC=1C=C(C=CC1)N(C(=O)OCC1CCC(CC1)COCC(=O)O)C1=CC=C(C=C1)F